ClC1=C(C=CC(=C1)N1C=NC(=C1)C1=CC=C(C=C1)OC(F)(F)F)NC(=O)\N=C\1/SCC(N1C1=C(C=CC(=C1)C)C(C(F)(F)F)OC)=O (Z)-1-(2-chloro-4-(4-(4-(trifluoromethoxy)phenyl)-1H-imidazol-1-yl)phenyl)-3-(3-(5-methyl-2-(2,2,2-trifluoro-1-methoxyethyl)phenyl)-4-oxothiazolidin-2-ylidene)urea